(Sp)-methanesulfonyl phosphoramidate P(OS(=O)(=O)C)([O-])(=O)N